BrC=1C=C2CCC(C2=CC1)N1CCN(CC1)C1COC1 1-(5-bromo-2,3-dihydro-1H-inden-1-yl)-4-(oxetan-3-yl)piperazine